1-(4-chloropyridin-2-yl)-N-(3-fluoro-1-(methyl-d3)-1H-indazol-7-yl)-1H-pyrazole-4-sulfonamide ClC1=CC(=NC=C1)N1N=CC(=C1)S(=O)(=O)NC=1C=CC=C2C(=NN(C12)C([2H])([2H])[2H])F